NC=1N=C(SC1C(C1=CC=CC=C1)=O)N(C1=C(C=CC=C1)F)[C@H](C(=O)N)C (S)-2-(N-(4-Amino-5-benzoylthiazol-2-yl)-2-fluoroanilino)propanamid